Cl.O1C(C(C(=O)C2=CC=CC=C12)=O)C1=CC=CC=C1 flavonone hydrochloride